[Y].[Sc].[Ni] nickel-scandium yttrium